6-(1-((3,4-difluorophenyl)sulfonyl)piperidin-4-yl)-7-methyl-[1,2,4]triazolo[1,5-a]pyridine FC=1C=C(C=CC1F)S(=O)(=O)N1CCC(CC1)C=1C(=CC=2N(C1)N=CN2)C